N-[3-(2-methyl-1-oxoisoquinolin-4-yl)phenyl]ethanesulfonamide CN1C(C2=CC=CC=C2C(=C1)C=1C=C(C=CC1)NS(=O)(=O)CC)=O